C1(=CC=CC=C1)C1=CC=2N(C=C1)C(=C(N2)C2=CC=C(C=C2)OCC#C)NC2=CC=C(C(=O)O)C=C2 4-((7-phenyl-2-(4-(prop-2-yn-1-yloxy)phenyl)imidazo[1,2-a]pyridin-3-yl)amino)benzoic acid